IC=1C=C(C=C(C1)C(=O)NN)C(=O)NN 5-iodo-1,3-benzenedihydrazide